methoxy-N-methylpiperidine COC1N(CCCC1)C